2-({7-amino-4-[6-(methylamino)pyridin-3-yl]-1-oxo-2,3-dihydro-1H-isoindol-2-yl}methyl)prop-2-enenitrile NC=1C=CC(=C2CN(C(C12)=O)CC(C#N)=C)C=1C=NC(=CC1)NC